6-Chloro-8-(2,6-dichloro-pyridin-3-yl)-9-(2-methoxy-ethyl)-9H-pyrido[3,4-b]indole ClC=1C=C2C3=C(N(C2=C(C1)C=1C(=NC(=CC1)Cl)Cl)CCOC)C=NC=C3